C(CCCCCCCCCCCCCCC)(=O)O.OC=1[C@H](OC(C1O)=O)[C@H](CO)O Vitamin C Palmitat